(2R,4S)-N-((2S)-1-((2-amino-6,7-dihydro-5H-cyclopenta[b]pyridin-5-yl)amino)-1-oxopropan-2-yl)-4-(4-(trifluoromethyl)benzyl)pyrrolidine-2-carboxamide NC1=CC=C2C(=N1)CCC2NC([C@H](C)NC(=O)[C@@H]2NC[C@H](C2)CC2=CC=C(C=C2)C(F)(F)F)=O